FC(C)(F)C=1C=C(C=CC1)[C@@H](C)NC=1C2=C(N=C(N1)C)C=NC(=C2)N2CCN(CC2)C N-{(1R)-1-[3-(1,1-difluoroethyl)phenyl]ethyl}-2-methyl-6-(4-methylpiperazin-1-yl)pyrido[3,4-d]pyrimidin-4-amine